N,N-Diethyl-4-(5-hydroxyspiro-[chromene-2,4'-piperidine]-4-yl)benzamide C(C)N(C(C1=CC=C(C=C1)C1=CC2(CCNCC2)OC2=CC=CC(=C12)O)=O)CC